C(CCCCCC)OC1=CC=C(C=C1)B(O)O 4-HEPTYLOXYPHENYLBORONIC ACID